1-[(R)-2-(tert-Butoxycarbonylamino)-3-methylbutyroxy]-2-methylpropyl (S)-2-[(o-ethoxyphenoxy)methyl]-4-morpholinecarboxylate C(C)OC1=C(OC[C@@H]2CN(CCO2)C(=O)OC(C(C)C)OC([C@@H](C(C)C)NC(=O)OC(C)(C)C)=O)C=CC=C1